(1s,4s)-4-(6-(2,2-Diethoxyethoxy)-4-methyl-1-oxoisoindolin-2-yl)-N-(3-methoxy-4-methylphenyl)cyclohexanecarboxamide C(C)OC(COC1=CC(=C2CN(C(C2=C1)=O)C1CCC(CC1)C(=O)NC1=CC(=C(C=C1)C)OC)C)OCC